thiodivaleric acid C(CCSCCCCC(=O)O)CC(=O)O